CC1(O[C@@H]2[C@H](O1)[C@H](C[C@H]2N2C=CC1=C2N=C(N=C1Cl)Cl)C1=CC(=CC=C1)OC(F)(F)F)C 7-[(3aS,4R,6R,6aR)-2,2-dimethyl-6-[3-(trifluoromethoxy)phenyl]-tetrahydro-3aH-cyclopenta[d][1,3]dioxol-4-yl]-2,4-dichloropyrrolo[2,3-d]pyrimidine